COC1=C(C=CC(=C1)S(=O)(=O)N1CCOCC1)NCC#CC=1N(C2=CC=CC(=C2C1)NC1CCC(CC1)N(C)C)CC(F)(F)F (1S,4S)-N4-[2-(3-{[2-methoxy-4-(morpholine-4-sulfonyl)phenyl]amino}prop-1-yn-1-yl)-1-(2,2,2-trifluoroethyl)-1H-indol-4-yl]-N1,N1-dimethylcyclohexane-1,4-diamine